ClC=1C=CC(=C(C1)[C@@H]1[C@H](C1)C(=O)NC1=NC=NC(=C1)NCC=1N=C2N(C=C(C=C2)C2CC2)C1)C(F)(F)F |r| rac-(1S*,2S*)-2-(5-chloro-2-(trifluoromethyl)phenyl)-N-(6-(((6-cyclopropylimidazo[1,2-a]pyridin-2-yl)methyl)amino)pyrimidin-4-yl)cyclopropane-1-carboxamide